COC1=C(C(=CC=C1)OC)S(=O)(=O)NC1=NOC2=C1C=C(C=C2C=2C=NN(C2)C)C 2,6-dimethoxy-N-(5-methyl-7-(1-methyl-1H-pyrazol-4-yl)benzo[d]isoxazol-3-yl)benzenesulfonamide